(S)-(4-(4-fluoropyrazolo[1,5-a]pyridin-2-yl)-6,7-dihydro-1H-imidazo[4,5-c]pyridin-5(4H)-yl)(pyrazolo[1,5-a]pyridin-3-yl)methanone FC=1C=2N(C=CC1)N=C(C2)[C@H]2N(CCC1=C2N=CN1)C(=O)C=1C=NN2C1C=CC=C2